C(CC=C)OC1=C(C(=CC=C1)C1CC1)F 1-(but-3-en-1-yloxy)-3-cyclopropyl-2-fluorobenzene